ClC1=CC2=C(C=N1)C=C(N2COCC[Si](C)(C)C)C2=NC(=NC=C2)C 2-[[6-chloro-2-(2-methylpyrimidin-4-yl)pyrrolo[3,2-c]pyridin-1-yl]methoxy]ethyl-trimethyl-silane